(S)-6-(4-aminobutoxy)-N-(2-(2-cyano-4,4-difluoropyrrolidin-1-yl)-2-oxoethyl)quinoline-4-carboxamide NCCCCOC=1C=C2C(=CC=NC2=CC1)C(=O)NCC(=O)N1[C@@H](CC(C1)(F)F)C#N